4-(1-benzyl-4-((4-fluorobenzyl)amino)-3-methyl-1H-pyrazolo[3,4-d]pyrimidin-6-yl)benzoic acid C(C1=CC=CC=C1)N1N=C(C=2C1=NC(=NC2NCC2=CC=C(C=C2)F)C2=CC=C(C(=O)O)C=C2)C